C(C)[C@@H]1N(C[C@H](N(C1)C(C)C1=CC=C(C=C1)C)CC)C=1C=2C(N(C(C1)=O)C)=CNN2 7-((2S,5R)-2,5-diethyl-4-(1-(p-tolyl)ethyl)piperazin-1-yl)-4-methyl-2,4-dihydro-5H-pyrazolo[4,3-b]pyridin-5-one